COC(CCCCC(=O)O)=O ADIPIC ACID monomethylester